(3R)-1-(5-{[2-methyl-6-(trifluoromethyl)phenyl]methoxy}pyrimidin-2-yl)piperidin-3-ol CC1=C(C(=CC=C1)C(F)(F)F)COC=1C=NC(=NC1)N1C[C@@H](CCC1)O